CC(CO)(CO)CCCC 2-methyl-2-butyl-1,3-propanediol